2-(1-((3-methylbutanoyl)oxy)pentyl)benzoic acid CC(CC(=O)OC(CCCC)C1=C(C(=O)O)C=CC=C1)C